methyl 1-benzyl-3-phenyl-1H-pyrazolo[3,4-d]pyrimidine-6-carboxylate C(C1=CC=CC=C1)N1N=C(C=2C1=NC(=NC2)C(=O)OC)C2=CC=CC=C2